{1-[4-({8-[(2R,3S)-3-(methanesulfonyl-methyl)-2-methylazetidin-1-yl]-5-(propan-2-yl)isoquinolin-3-yl}amino)pyrimidin-2-yl]-4-methoxy-piperidin-4-yl}methanol CS(=O)(=O)C[C@@H]1[C@H](N(C1)C=1C=CC(=C2C=C(N=CC12)NC1=NC(=NC=C1)N1CCC(CC1)(OC)CO)C(C)C)C